α-glycidoxyethyl-methyldiethoxysilane tert-butyl-(1,3-oxazol-5-ylmethyl)carbamate C(C)(C)(C)N(C(O)=O)CC1=CN=CO1.C(C1CO1)OC(C)[Si](OCC)(OCC)C